CNCCCNC N,N'-dimethyl-1,3-Propylenediamine